4-((dimethylamino)methyl)-N-(3-methoxybenzyl)-N-(quinolin-6-ylmethyl)thiazol-2-amine CN(C)CC=1N=C(SC1)N(CC=1C=C2C=CC=NC2=CC1)CC1=CC(=CC=C1)OC